ClC1=C(C=CC(=C1)C1=CC=C(C=C1)Cl)[C@@]1(OC[C@@H](O1)C)CN1N=CN=C1 1-({(2S,4S)-2-[2-chloro-4-(4-chlorophenyl)phenyl]-4-methyl-1,3-dioxolan-2-yl}methyl)-1H-1,2,4-triazole